3-(4-((1R,5S)-3,8-diazabicyclo[3.2.1]octan-3-yl)-8-fluoro-2-(((2R,7aS)-2-fluorotetrahydro-1H-pyrrolizin-7a(5H)-yl)methoxy)quinazolin-7-yl)-5-chloro-4-(prop-1-en-2-yl)aniline [C@H]12CN(C[C@H](CC1)N2)C2=NC(=NC1=C(C(=CC=C21)C=2C=C(N)C=C(C2C(=C)C)Cl)F)OC[C@]21CCCN1C[C@@H](C2)F